[N-](S(=O)(=O)C(F)(F)F)S(=O)(=O)C(F)(F)F.C(CCC)[N+](CCCC)(CCCC)CCCC tetrabutylammonium bistrifluoromethanesulfonimide